COC1=C(C=CC(=C1)OC)N\C(\C1=CC=CC=C1)=N\OC(C1=CC=C(C=C1)C(F)(F)F)=O (E)-N-(2,4-dimethoxyphenyl)-N'-((4-(trifluoromethyl)benzoyl)oxy)benzimidamide